6,6-dimethyl-3-[N-(trifluoroacetyl)-L-seryl]-3-azabicyclo[3.1.0]hexane-2-carboxamide CC1(C2CN(C(C12)C(=O)N)C([C@@H](NC(C(F)(F)F)=O)CO)=O)C